N-(4-methoxy-5-((6-(3-(1-methyl-1H-indazol-4-yl)isoxazolidin-2-yl)pyrimidin-4-yl)amino)-2-(4-methylpiperazin-1-yl)phenyl)acrylamide COC1=CC(=C(C=C1NC1=NC=NC(=C1)N1OCCC1C1=C2C=NN(C2=CC=C1)C)NC(C=C)=O)N1CCN(CC1)C